C(#N)C=1SC2=C(N1)C=C(C=C2)F 2-cyano-5-fluorobenzo[d]thiazole